FC(C)(F)C1=NC(=CC(=N1)NC1=CC(=NC=C1OC[C@H]1OC(OC1)(C)C)NC(C)=O)C (R)-N-(4-((2-(1,1-difluoroethyl)-6-methylpyrimidin-4-yl)amino)-5-((2,2-dimethyl-1,3-dioxolan-4-yl)methoxy)pyridin-2-yl)acetamide